CC1(CC(OCC1)C1=CC=C(C=C1)C)O 4-methyl-2-(p-tolyl)tetrahydropyran-4-ol